phenoxyboric acid O(C1=CC=CC=C1)OB(O)O